propylketon C(CC)C(=O)CCC